N-(2-oxo-2-(prop-2-yn-1-ylamino)ethyl)acetamide O=C(CNC(C)=O)NCC#C